2-CHLORO-4-METHYLBENZALDEHYDE ClC1=C(C=O)C=CC(=C1)C